C(C)S(=O)(=O)C1=CC2=C(N(C(N2C)=O)C)C=C1C1=NC=2C(=NC=C(C2)C(F)(F)F)N1C 5-ethylsulfonyl-1,3-dimethyl-6-[3-methyl-6-(trifluoromethyl)imidazo[4,5-b]pyridin-2-yl]benzimidazol-2-one